FC=1C=C2NC(C=3N(C2=C(C1C=1C(=NC=C(C1)C)OC)C)C(=NN3)C)(C)C 7-Fluoro-8-(2-methoxy-5-methyl-pyridin-3-yl)-1,4,4,9-tetramethyl-5H-[1,2,4]triazolo[4,3-a]quinoxaline